[phenyl(dimethylfluorenyl)dibenzoselenophenyl]benzene C1(=CC=CC=C1)C=1C(=C(C2=C([Se]C3=C2C=CC=C3)C1)C1=CC=CC=C1)C1=C(C(=CC=3C2=CC=CC=C2CC13)C)C